NC=1SC=C(N1)C=1N=NN(C1)[C@@H]1[C@H]([C@@H](SC=2C(=NC=C(C2)Cl)C=2CCNCC2)O[C@@H]([C@@H]1O)CO)OC 5-chloro-1',2',3',6'-tetrahydro-[2,4'-bipyridin]-3-yl 3-[4-(2-aminothiazol-4-yl)-1H-1,2,3-triazol-1-yl]-3-deoxy-2-O-methyl-1-thio-α-D-galactopyranoside